C(CCC)OC1=CC=C(C=C1)S(=O)(=O)C=1C=NC2=CC=C(C=C2C1N1CCC(CC1)N1CCOCC1)C(=O)OCC ethyl 3-((4-butoxyphenyl)sulfonyl)-4-(4-morpholinopiperidin-1-yl)quinoline-6-carboxylate